5-(3-benzylureido)-1-(2-((2-((3-chloro-2-fluorophenylmethyl)amino)-2-oxoethyl)(isopropyl)amino)-2-oxoethyl)-1H-indazole-3-carboxamide C(C1=CC=CC=C1)NC(NC=1C=C2C(=NN(C2=CC1)CC(=O)N(C(C)C)CC(=O)NCC1=C(C(=CC=C1)Cl)F)C(=O)N)=O